C(C)C1=C(C=CC(=N1)N1C(N(C2(C1)CCN(CC2)C(CC(C)C)=O)CC2=CC(=CC=C2)OC)=O)C=2C=NNC2 3-(6-ethyl-5-(1H-pyrazol-4-yl)pyridin-2-yl)-1-(3-methoxybenzyl)-8-(3-methylbutyryl)-1,3,8-triazaspiro[4.5]decan-2-one